5-(4-(3-(4-((1r,4r)-4-(4-amino-3-(4-phenoxyphenyl)-1H-pyrazolo[3,4-d]pyrimidin-1-yl)cyclohexyl)piperazin-1-yl)propyl)piperazin-1-yl)-2-(2,6-dioxopiperidin-3-yl)isoindoline-1,3-dione NC1=C2C(=NC=N1)N(N=C2C2=CC=C(C=C2)OC2=CC=CC=C2)C2CCC(CC2)N2CCN(CC2)CCCN2CCN(CC2)C=2C=C1C(N(C(C1=CC2)=O)C2C(NC(CC2)=O)=O)=O